ClC1=CC=C(C=C1)C1=C(C=CC=C1)CN1C2CN(CC1C2)C=2C=C1C(N(C(C1=CC2)=O)C2C(NC(CC2)=O)=O)=O 5-(6-((4'-chloro-[1,1'-biphenyl]-2-yl)methyl)-3,6-diazabicyclo[3.1.1]heptan-3-yl)-2-(2,6-dioxopiperidin-3-yl)isoindoline-1,3-dione